C1OCC12CCN(CC2)C2=CC(=NC=N2)N2NC=C(C2=O)N2N=NC=C2 2-(6-(2-oxa-7-azaspiro[3.5]non-7-yl)pyrimidin-4-yl)-4-(1H-1,2,3-triazol-1-yl)-1,2-dihydro-3H-pyrazol-3-one